(2S)-2-AMINO-2,3-DIMETHYLBUTANOIC ACID N[C@](C(=O)O)(C(C)C)C